[Ni].C(C)(=O)ON(CCN(OC(C)=O)OC(C)=O)OC(C)=O.[Na].[Na] disodium ethylenediamine tetraacetate nickel salt